ClCCC(CCCC(C)C)C 1-chloro-3,7-dimethyloctane